C1N(CCC2=CC=CC=C12)[C@@H]1CN(C[C@@H]1O)C(=O)OC(C)(C)C t-butyl cis-3-(3,4-dihydroisoquinolin-2(1H)-yl)-4-hydroxypyrrolidine-1-carboxylate